CC1=CC=C(C=C1)S(=O)(=O)O.C(CC)N1C(N(C=C1)C)C 1-propyl-2,3-dimethyl-imidazole p-toluenesulfonate